N-(1-(4-(2-(2-aminopyridin-3-yl)-3H-imidazo[4,5-b]pyridin-3-yl)benzyl)piperidin-4-yl)-6-cyanonicotinamide NC1=NC=CC=C1C1=NC=2C(=NC=CC2)N1C1=CC=C(CN2CCC(CC2)NC(C2=CN=C(C=C2)C#N)=O)C=C1